(R)-2-(6-((3-fluorobenzyl)carbamoyl)-7H-purin-8-yl)pyrrolidine-1-carboxylic acid benzyl ester C(C1=CC=CC=C1)OC(=O)N1[C@H](CCC1)C1=NC2=NC=NC(=C2N1)C(NCC1=CC(=CC=C1)F)=O